1-Tert-butyl N-[2-[2-[2-[[2-[4-(2,6-dibenzyloxy-3-pyridyl)phenoxy]acetyl]amino]ethoxy]ethoxy]ethyl]carbamate C(C1=CC=CC=C1)OC1=NC(=CC=C1C1=CC=C(OCC(=O)NCCOCCOCCNC(OC(C)(C)C)=O)C=C1)OCC1=CC=CC=C1